C(C)(C)C1=C2C=C(N=CC2=C(C=C1)N1[C@@H]([C@H](C1)CS(=O)(=O)C)C)NC1=NC(=NC=C1)C=1C=NN(C1)CC#C 5-isopropyl-8-((2r,3s)-2-methyl-3-((methylsulfonyl)methyl)azetidin-1-yl)-N-(2-(1-(prop-2-yn-1-yl)-1H-pyrazol-4-yl)pyrimidin-4-yl)isoquinolin-3-amine